NONADECENE CCCCCCCCCCCCCCCCCC=C